C(C1=CC=CC=C1)N1CC=2C=CC(=NC2CC1)O 6-benzyl-5,6,7,8-tetrahydro-1,6-naphthyridin-2-ol